[N+](=O)([O-])C=1C=CC=C2C=CC=C(C12)S(=O)O 8-nitro-naphthalene-1-sulfinic acid